NC=1N=NC(=CC1N1C[C@H](OCC1)C1=CC(=C(C(=O)OC)C=C1)C)C1=C(C=CC=C1)O |o1:9| Methyl (R*)-4-(4-(3-amino-6-(2-hydroxyphenyl)pyridazin-4-yl)morpholin-2-yl)-2-methylbenzoate